C1(CCCCCC1)[C@@H](C(=O)NC1=C(C=C(C=C1)[C@@H]([C@H](C(=O)O)NC(C(C([2H])([2H])[2H])([2H])[2H])=O)C)F)NC(=O)C1=CC=NN1CC (2R,3S)-3-(4-((S)-2-cycloheptyl-2-(1-ethyl-1H-pyrazole-5-carboxamido)acetamido)-3-fluorophenyl)-2-(propanamido-2,2,3,3,3-d5)butanoic acid